COC1=C(C=CC(=C1)CC)OC(CCC1=CC=C(C=C1)CC)=O 3-(4-ethylphenyl)propionic acid 2-methoxy-4-ethylphenyl ester